[F-].C(CCCCCCCCCC)[NH+]1CC(CCC1)CC 1-undecyl-3-ethylpiperidinium fluoride salt